sulfonyl-6-[3-[[1-(trifluoromethyl)cyclobutyl]methoxy]pyrazol-1-yl]pyridine-3-carboxamide S(=O)(=O)=NC(=O)C=1C=NC(=CC1)N1N=C(C=C1)OCC1(CCC1)C(F)(F)F